BrC=1C(=NC(=NC1)NC1=CC=C2C=NN(C2=C1)C)NC1=C(C=CC=C1)S(=O)(=O)C(C)C 5-bromo-N4-(2-(isopropyl-sulfonyl)phenyl)-N2-(1-methyl-1H-indazol-6-yl)pyrimidine-2,4-diamine